Trimethylolpropane tris(2-mercaptoacetate) CCC(COC(=O)CS)(COC(=O)CS)COC(=O)CS